BrC=1C(C(=C(N(C1CN1N=C(C=C1O)C(F)(F)F)CC)C1=CC(=C(C=C1)Cl)Cl)C(=O)O)=O 5-bromo-2-(3,4-dichlorophenyl)-1-ethyl-6-[[5-hydroxy-3-(trifluoromethyl)pyrazol-1-yl]methyl]-4-oxo-pyridine-3-carboxylic acid